N(N)C(CC(=O)OCC)=O ethyl 3-hydrazineyl-3-oxopropanoate